3-(N-(4-chloro-5-cyano-2-(trans-2-hydroxycyclobutoxy)phenyl)sulfamoyl)-4-cyclopropylbenzoic acid ClC1=CC(=C(C=C1C#N)NS(=O)(=O)C=1C=C(C(=O)O)C=CC1C1CC1)O[C@H]1[C@@H](CC1)O